2-[2-Chloro-4-fluoro-5-(7-morpholin-4-yl-quinazolin-4-yl)-phenyl]-2-(3-methoxy-pyrazin-2-yl)acetamide ClC1=C(C=C(C(=C1)F)C1=NC=NC2=CC(=CC=C12)N1CCOCC1)C(C(=O)N)C1=NC=CN=C1OC